C(C)(=O)C=1C(=CC(=NC1)NC(=O)C1CC1)NC=1C(=C(C(=O)OC)C=CC1)OC Methyl 3-((5-acetyl-2-(cyclopropanecarboxamido)pyridin-4-yl)amino)-2-methoxybenzoate